FC1=C(C#N)C(=CC(=C1)CC(C)C)N1C[C@@H](N(CC1)CC=1SC(=CN1)C)C 2-fluoro-4-isobutyl-6-[(3S)-3-methyl-4-[(5-methylthiazol-2-yl)methyl]piperazin-1-yl]benzonitrile